2,4-difluorophenyl-4-(methyl)pyridine FC1=C(C=CC(=C1)F)C1=NC=CC(=C1)C